N-(4-chloro-1-methylindol-2-ylidene)-4-methylbenzenesulfonamide ClC1=C2CC(N(C2=CC=C1)C)=NS(=O)(=O)C1=CC=C(C=C1)C